C(C)(=O)N[C@@H](CSC=1C2=C(N=CN1)NC=C2)C(=O)O acetyl-S-(7H-pyrrolo[2,3-d]pyrimidin-4-yl)-L-cysteine